N-(2-(2,2-dimethylpyrrolidin-1-yl)ethyl)-5-((6-((1-(2-methoxyethyl)-1H-pyrazol-4-yl)amino)-1-methyl-1H-pyrazolo[3,4-d]pyrimidin-3-yl)amino)-6-methylnicotinamide CC1(N(CCC1)CCNC(C1=CN=C(C(=C1)NC1=NN(C2=NC(=NC=C21)NC=2C=NN(C2)CCOC)C)C)=O)C